ClC=1C(=CC(=NC1)NC=1SC(=C(N1)C)C)C=1C=C2N(C[C@@H](N(C2=O)CC2=C(C=CC(=C2)F)CO)COC)C1 (R)-7-(5-chloro-2-((4,5-dimethylthiazol-2-yl)amino)pyridine-4-yl)-2-(5-fluoro-2-(hydroxymethyl)benzyl)-3-(methoxymethyl)-3,4-dihydropyrrolo[1,2-a]pyrazine-1(2H)-one